(±)-tert-Butyl 4-(2-((methylsulfinyl)methyl)-4-nitrophenyl)-1H-pyrazole-1-carboxylate C[S@@](=O)CC1=C(C=CC(=C1)[N+](=O)[O-])C=1C=NN(C1)C(=O)OC(C)(C)C |r|